N-(3-chloropyridin-4-yl)-6-methoxypyridin-2-amine ClC=1C=NC=CC1NC1=NC(=CC=C1)OC